(3-chloro-4-methoxypyridin-2-yl)-6-(4-ethyl-3-(hydroxymethyl)-5-oxo-4,5-dihydro-1H-1,2,4-triazol-1-yl)-7-fluoro-4-isopropylisoquinolin-1(2H)-one ClC=1C(=NC=CC1OC)N1C(C2=CC(=C(C=C2C(=C1)C(C)C)N1N=C(N(C1=O)CC)CO)F)=O